2,3,4,5-tetrafluoro-6-(fluoromethoxy)-N-methyl-benzenesulfonamide FC1=C(C(=C(C(=C1F)F)F)OCF)S(=O)(=O)NC